2,2-Bis-(4-hydroxyphenyl)-1-phenylpropan OC1=CC=C(C=C1)C(CC1=CC=CC=C1)(C)C1=CC=C(C=C1)O